Cl.NC(C(=O)N1CCN(CC1)C(=O)NC1=NC(N(C=C1)C=1C=NC(=CC1)CN1CCC(CC1)C(C)N)=O)(C)C 4-(2-Amino-2-methylpropanoyl)-N-(1-(6-((4-(1-aminoethyl)piperidin-1-yl)methyl)pyridin-3-yl)-2-oxo-1,2-dihydropyrimidin-4-yl)piperazine-1-carboxamide hydrochloride salt